(6S,9R)-6-(2,3-difluorophenyl)-6,7,8,9-tetrahydro-9-(triisopropylsiloxy)-5H-cyclohepta[b]pyridine-5-one FC1=C(C=CC=C1F)[C@H]1C(C=2C(=NC=CC2)[C@@H](CC1)O[Si](C(C)C)(C(C)C)C(C)C)=O